(S)-(5-((3,4-Difluorophenyl)carbamoyl)-6-methyl-4,5,6,7-tetrahydro-[1,2,3]triazolo[1,5-a]pyrazin-3-yl)methyl acetate C(C)(=O)OCC=1N=NN2C1CN([C@H](C2)C)C(NC2=CC(=C(C=C2)F)F)=O